OCC(NC(C(C)O)S(=O)(=O)O)(CO)CO N-Tris(hydroxymethyl)methylamino-2-hydroxypropanesulfonic acid